tert-butyl (R)-3-((6-chloropyridazin-3-yl) carbamoyl)-3-fluoropiperidine-1-carboxylate ClC1=CC=C(N=N1)NC(=O)[C@@]1(CN(CCC1)C(=O)OC(C)(C)C)F